1-((5-Chloro-1-methyl-3-(5-methylisoxazol-3-yl)-1H-pyrazol-4-yl)methyl)-N-(3,3-dimethylbutyl)azepan-4-amine ClC1=C(C(=NN1C)C1=NOC(=C1)C)CN1CCC(CCC1)NCCC(C)(C)C